C(C)(C)(C)OC(=O)N1CC2=C(CC1)N=C(S2)NC(=O)OCC=C 2-({[(Prop-2-en-1-yl)oxy]carbonyl}amino)-6,7-dihydro[1,3]thiazolo[5,4-c]pyridine-5(4H)-carboxylic acid tert-butyl ester